1,2,4-trimethyl-3,6-bis(3-aminobenzoyloxy)benzene CC1=C(C(=C(C=C1OC(C1=CC(=CC=C1)N)=O)C)OC(C1=CC(=CC=C1)N)=O)C